C(C)(=O)ON=C(C)C=1C=CC=2N(C3=CC=C(C=C3C2C1)C(C1=C(C=CC=C1)C)=O)CC 1-[9-ethyl-6-(2-methylbenzoyl)-9H-carbazole-3-yl]-ethanone-1-(O-acetyloxime)